CC1(CC2(COC2)C1)C(=O)O 6-methyl-2-oxaspiro[3.3]heptane-6-carboxylic acid